11-cyclopropyl-1,2,6a,6b,9,9,14a-heptamethyl-1,2,3,4,4a,5,6,6a,6b,7,8,8a,9,14,14a,14b,15,16b-octadecahydrochryseno[1,2-g]Quinazolin C1(CC1)C1=NC=2C(C3C(CC2C=N1)(C1CC=C2C4C(C(CCC4CCC2(C1(CC3)C)C)C)C)C)(C)C